CC1=NC(=CC=C1O[C@@H]1C[C@H](CCC1)C(=O)O)C=1N=NN(C1CNC(=O)NC(C)C1=CC=CC=C1)C (1S,3S)-3-((2-methyl-6-(1-methyl-5-((3-(1-phenylethyl)ureido)methyl)-1H-1,2,3-triazol-4-yl)pyridin-3-yl)oxy)cyclohexane-1-carboxylic acid